CN(C)C(CC)Cl N,N-dimethylaminochloropropane